C(C)(=O)N[C@H](C(=O)NCC1=CC=CC=C1)COC (S)-2-acetamido-N-benzyl-3-methoxypropionamide